ClC1=NC(=C(C(=O)NC=2C=C(C=CC2)S(=O)(C)=NC(OC(C)(C)C)=O)C=C1)N1CCC2(CC2)CC1 tert-butyl ((3-(6-chloro-2-(6-azaspiro[2.5]octan-6-yl)nicotinamido)phenyl)(methyl)(oxo)-λ6-sulfaneylidene)carbamate